8-chloro-1-cyano-6-(2-fluorophenyl)-4H-imidazo[1,2-a][1,4]benzodiazepine-2-carboxylic acid ClC=1C=CC2=C(C(=NCC=3N2C(=C(N3)C(=O)O)C#N)C3=C(C=CC=C3)F)C1